p-fluorobenzene ammonium iodide [I-].[NH4+].FC1=CC=CC=C1